FC1=C(C=CC=C1)C1=NOCO1 3-(2-fluorophenyl)-1,4,2-dioxazole